FC1=C(C(=CC=C1OC)C)C1=CC2=C(N=C(N=C2)SC)N2C1=NN=C2 6-(2-fluoro-3-methoxy-6-methylphenyl)-2-(methylthio)-[1,2,4]triazolo[4',3':1,6]pyrido[2,3-d]pyrimidine